ClCC=1C(=NC(=CC1)C(F)(F)F)C 3-(chloromethyl)-2-methyl-6-(trifluoromethyl)pyridine